C(=O)(O)C(O)C(O)C(=O)O.O[C@@H](C[N+](C)(C)C)CC([O-])=O L-Carnitine Tartrate